(1R,4r)-4-(3-(((R)-2-(3-Fluorophenyl)-2-hydroxyethyl)amino)-3-methyl-butyl)cyclohexane-1-carboxylic acid FC=1C=C(C=CC1)[C@H](CNC(CCC1CCC(CC1)C(=O)O)(C)C)O